1,3-bis(4-glycidoxycyclohexyl)adamantane C(C1CO1)OC1CCC(CC1)C12CC3(CC(CC(C1)C3)C2)C2CCC(CC2)OCC2CO2